C(C)C(CO)C(C(CCCC)CC)O 2,4-diethyloctan-1,3-diol